6-amino-N-{(3S,4R)-4-[(4-bromophenyl)methoxy]oxolan-3-yl}-5'-fluoro[3,3'-bipyridine]-5-carboxamide NC1=C(C=C(C=N1)C=1C=NC=C(C1)F)C(=O)N[C@H]1COC[C@@H]1OCC1=CC=C(C=C1)Br